magnesium manganese iron vanadium [V].[Fe].[Mn].[Mg]